N1C[C@H](CCC1)C(=O)N1[C@H](CCC1)C(=O)O ((S)-piperidine-3-carbonyl)-D-proline